2,6-bis(methoxymethoxy)-3'-methyl-4-pentyl-1,1'-biphenyl COCOC1=C(C(=CC(=C1)CCCCC)OCOC)C1=CC(=CC=C1)C